4-((2R,5S)-5-(Hydroxymethyl)-2-(trifluoromethyl)oxazolidin-3-yl)-2-(trifluoromethyl)benzonitril OC[C@@H]1CN([C@H](O1)C(F)(F)F)C1=CC(=C(C#N)C=C1)C(F)(F)F